4-benzyl-2-{[4-(3-trifluoromethylphenyl)piperidin-1-yl]methyl}morpholine C(C1=CC=CC=C1)N1CC(OCC1)CN1CCC(CC1)C1=CC(=CC=C1)C(F)(F)F